germanium phospholane P1CCCC1.[Ge]